OC1=C(C=C(C=C1)S(=O)(=O)NC1=NC=CC=C1)N=NC1=CC=C(C=C1)S(NC1=NC=CC=C1)(=O)=O 4-hydroxy-3-[4-(pyridine-2-yl-sulfamoyl)phenyl]azo-N-pyridine-2-yl-benzenesulfonamide